C(C1=CC=CC=C1)OC1=C2C(=C3C(=CC=NC3=C1)Cl)CCO2 4-benzyloxy-9-chloro-1,2-dihydrofuro[3,2-f]quinoline